rac-N-{(7S,8S)-8-[([1,1'-biphenyl]-3-yl)methyl]-2-methyl-5,6,7,8-tetrahydroquinolin-7-yl}methanesulfonamide C1(=CC(=CC=C1)C[C@H]1[C@H](CCC=2C=CC(=NC12)C)NS(=O)(=O)C)C1=CC=CC=C1 |r|